C=C1C[C@H]2[C@@H]3CCC([C@@]3(C)CC[C@@H]2[C@]2(CCC(C=C12)=O)C)=O 6-methyleneandrostane-4-ene-3,17-dione